N1(CNC=C1)N dihydroimidazolylamine